NC(C(=O)N(C)C(CC1=CC2=C(OCO2)C=C1)C)CCCNC(=N)N 2-amino-N-(1-(benzo[d][1,3]dioxol-5-yl)propan-2-yl)-5-guanidino-N-methylpentanamide